C1(=C(C=CC=C1)C#CC1=NNC2=CC=C(C=C12)C(=O)N1CC2(C1)NCCCC2)C2=CC=CC=C2 (3-([1,1'-biphenyl]-2-ylethynyl)-1H-indazol-5-yl)(2,5-diazaspiro[3.5]nonan-2-yl)methanone